NCC(CN1N=NN(C1=O)C=1SC=C(C1)C1=CC2=C(OCO2)C=C1)=C(F)F 1-[2-(aminomethyl)-3,3-difluoro-allyl]-4-[4-(1,3-benzodioxol-5-yl)-2-thienyl]tetrazol-5-one